3-O-β-D-Galactofuranosyl-D-arabinitol [C@@H]1([C@H](O)[C@@H](O)[C@@H](O1)[C@H](O)CO)O[C@@H]([C@@H](CO)O)[C@H](O)CO